(7-amino-2-((1S*,2S*)-2-(4-methylpyrimidin-2-yl)cyclopropyl)quinolin-4-yl)acetonitrile NC1=CC=C2C(=CC(=NC2=C1)[C@@H]1[C@H](C1)C1=NC=CC(=N1)C)CC#N |o1:11,12|